CC1=NOC(=C1)C=1C=CC=2N(C1)N=CC2C#N 6-(3-methylisoxazol-5-yl)pyrazolo[1,5-a]pyridine-3-carbonitrile